C(#N)CC(C(=O)O)(C)C1=CC(=CC=C1)I 3-cyano-2-(3-iodophenyl)-2-methylpropanoic acid